N[C@@H](CC(=O)OCC)C=1C=C(C(=CC1)OC)C1=CC=CC=C1 ethyl (S)-3-amino-3-(6-methoxybiphenyl-3-yl)propanoate